4-amino-7-fluoro-N-(2-propanyl)-N-((1S)-1-(5-(trifluoromethyl)-2-pyridinyl)ethyl)-1,3-dihydrofuro[3,4-c]quinoline-8-carboxamide NC1=NC=2C=C(C(=CC2C2=C1COC2)C(=O)N([C@@H](C)C2=NC=C(C=C2)C(F)(F)F)C(C)C)F